C(C)(C)(C)OC(=O)N1CC(N(CC1)C1=CC(=C(C=C1)N)O)=O 4-(4-amino-3-hydroxyphenyl)-3-oxo-piperazine-1-carboxylic acid tert-butyl ester